(S)-1'-(6-bromo-1,2,4-triazine-3-yl)-1,3-dihydrospiro[indene-2,4'-piperidin]-1-amine BrC1=CN=C(N=N1)N1CCC2(CC1)[C@@H](C1=CC=CC=C1C2)N